COC1=CC=C(C=C1C1=C(C=C(C=C1C)C)C)C=O 6-methoxy-2',4',6'-trimethyl-[1,1'-biphenyl]-3-carbaldehyde